C12NNC(C(C1)C2)C(=O)[O-] 2,3-diazabicyclo[3.1.1]heptane-4-carboxylate